S(=O)(=O)(O)OC1[C@H](NC(C)=O)[C@@H](O)[C@H](O[C@H]2[C@H](O)[C@@H](O)[C@@H](O)[C@H](O2)CO)[C@H](O1)CO O-Sulfo-N-acetyllactosamine